1-(3-(((tert-butoxycarbonyl)amino)methyl)phenyl)-3-(trifluoromethyl)-1H-pyrazole C(C)(C)(C)OC(=O)NCC=1C=C(C=CC1)N1N=C(C=C1)C(F)(F)F